manganous chromite [Cr](=O)([O-])[O-].[Mn+2]